(R)-8-(5-(tert-butyl)-4-chlorothiazol-2-yl)-6,9-dioxooctahydro-2H-pyrazino[1,2-a]pyrazine-2-carbonitrile C(C)(C)(C)C1=C(N=C(S1)N1C([C@@H]2N(CCN(C2)C#N)C(C1)=O)=O)Cl